3-fluoro-N-(3-((1s,3s)-3-methyl-1-(4-methyl-4H-1,2,4-triazol-3-yl)cyclobutyl)phenyl)-7-((neopentylamino)methyl)-1H-pyrrolo[3,2-b]pyridine-5-carboxamide FC1=CNC=2C1=NC(=CC2CNCC(C)(C)C)C(=O)NC2=CC(=CC=C2)C2(CC(C2)C)C2=NN=CN2C